8-chloro-3-methyl-3-oxo-10-(trifluoromethyl)-3λ6-thia-2,4-diazabicyclo[4.4.0]deca-1(6),2,7,9-tetraen-5-one ClC1=CC=2C(NS(=NC2C(=C1)C(F)(F)F)(=O)C)=O